N=1N=C(N2C1C=CC=C2)CC2CN1C(CN3C(C1=O)=CC(C(=C3)C(=O)N)=O)O2 1,2,4-triazolo[4,3-a]pyridin-3-ylmethyl-5,7-dioxo-2,3,5,7,11,11a-hexahydro[1,3]oxazolo[3,2-a]pyrido[1,2-d]pyrazine-8-carboxamide